N1C=CC(CC1)=O Pyridin-4(6H)-one